FC=1C(=NC=C(C1)F)CNC(=O)C1=CN=C(S1)N1CCC(CC1)N1CC(CCC1)CCF.[Ar].[K] Potassium argon N-[(3,5-difluoropyridin-2-yl)methyl]-2-[3-(2-fluoroethyl)[1,4'-bipiperidine]-1'-yl]-1,3-thiazole-5-carboxamide